COCC(=O)N(C)C1=C2CCN(C(C2=CC=C1)C(=O)N1CCCC1)C(=O)OC(C)(C)C Tert-butyl 5-(2-methoxy-N-methylacetamido)-1-(pyrrolidine-1-carbonyl)-3,4-dihydroisoquinoline-2(1H)-carboxylate